[O].C(C)[Te] ethyl-tellurium oxygen